(4-hexyloxyphenyl)-2-(p-tolyl)diazene 3,3'-((3-methoxyphenyl)azanediyl)bis(propane-1-sulfonate) COC=1C=C(C=CC1)N(CCCS(=O)(=O)O)CCCS(=O)(=O)O.C(CCCCC)OC1=CC=C(C=C1)N=NC1=CC=C(C=C1)C